OC1CCC(CC1)NC(C1=CC(=CC=C1)CN1C(C2=CC=C(C=C2C=C1)C1=CC=NN1C)=O)=O N-((1R,4R)-4-Hydroxycyclohexyl)-3-((6-(1-methyl-1H-pyrazol-5-yl)-1-oxoisoquinolin-2(1H)-yl)methyl)benzamide